BrC1=CC(=C(C(=C1)F)CCNC1=CC(=NC=N1)C=1NC2=CC=CC=C2C1)F 2-{6-[2-(4-Bromo-2,6-difluoro-phenyl)-ethylamino]-pyrimidin-4-yl}-1H-indole